7-bromo-2-methyl-5-oxo-8-(trifluoromethyl)-4,5-dihydro-[1,2,4]triazolo[1,5-a]quinazoline-6-carbonitrile BrC1=C(C=2C(NC=3N(C2C=C1C(F)(F)F)N=C(N3)C)=O)C#N